4-(4-(3-(1-methyl-1H-indazol-6-yl)-1,4-dihydro-thieno[2',3':4,5]cyclopenta[1,2-c]pyrazol-6-yl)phenethyl)morpholin-3-one CN1N=CC2=CC=C(C=C12)C=1C2=C(NN1)C1=C(C2)SC(=C1)C1=CC=C(CCN2C(COCC2)=O)C=C1